((2-(4-(4-chloro-2-fluorophenyl)piperidin-1-yl)benzyl)sulfonyl)-N,N-dimethylbenzenesulfonamide ClC1=CC(=C(C=C1)C1CCN(CC1)C1=C(CS(=O)(=O)C2=C(C=CC=C2)S(=O)(=O)N(C)C)C=CC=C1)F